4-bromo-6-chloro-5-cyclopropyl-2H-indazole BrC=1C2=CNN=C2C=C(C1C1CC1)Cl